1,8-diazabicyclo[5.4.0]undec-7-ene triphenylbutylborate C1(=CC=CC=C1)C(CCCOB(O)O)(C1=CC=CC=C1)C1=CC=CC=C1.N12CCCCCC2=NCCC1